(3R,5S,E)-7-(5-cyclopropyl-7-(4-fluorophenyl)thiazolo[5,4-b]pyridin-6-yl)-3,5-dihydroxyhept-6-enoic acid C1(CC1)C1=C(C(=C2C(=N1)SC=N2)C2=CC=C(C=C2)F)/C=C/[C@H](C[C@H](CC(=O)O)O)O